OCCCNC(OCC=C)=O allyl (3-hydroxypropyl)carbamate